disodium bicyclo[2.2.1]heptenedioate C12(C(=CC(CC1)C2)C(=O)[O-])C(=O)[O-].[Na+].[Na+]